2-((S)-2,6-diaminohexanamido)-3-(4-fluorophenyl)propanoic acid N[C@H](C(=O)NC(C(=O)O)CC1=CC=C(C=C1)F)CCCCN